ClC1=C2C=CC=NC2=CC(=N1)Cl 5,7-Dichloro-1,6-naphthyridine